3-(3-(difluoromethoxy)phenyl)-1-(3,3-dimethylcyclobutyl)-N-(3-methyl-1,1-dioxidothietan-3-yl)-1H-pyrazolo[4,3-b]pyridine-6-carboxamide FC(OC=1C=C(C=CC1)C1=NN(C=2C1=NC=C(C2)C(=O)NC2(CS(C2)(=O)=O)C)C2CC(C2)(C)C)F